(S)-4-((2-(dimethylamino)-2-oxoethyl)(4-(5,6,7,8-tetrahydro-1,8-naphthyridin-2-yl)butyl)amino)-2-((5-phenylpyrimidin-4-yl)amino)butanoic acid CN(C(CN(CC[C@@H](C(=O)O)NC1=NC=NC=C1C1=CC=CC=C1)CCCCC1=NC=2NCCCC2C=C1)=O)C